CC1CNCC(O1)C 2,6-Dimethyl-morpholine